N-(2-aminoethyl)-4-(1H-pyrrolo[2,3-b]pyridin-4-yl)-3,4-dihydro-2H-1,4-thiazine-6-carboxamide NCCNC(=O)C1=CN(CCS1)C1=C2C(=NC=C1)NC=C2